tert-Butyl (3-cyano-4-(3-((S)-3-(dimethylamino)pyrrolidin-1-yl)-5-fluoro-7,9-dihydrofuro[3,4-f]quinazolin-6-yl)-5-fluorothieno[2,3-b]pyridin-2-yl)carbamate C(#N)C1=C(SC2=NC=C(C(=C21)C=2C1=C(C=3C=NC(=NC3C2F)N2C[C@H](CC2)N(C)C)COC1)F)NC(OC(C)(C)C)=O